(piperidin-4-ylidene)acetonitrile hydrochloride Cl.N1CCC(CC1)=CC#N